(R)-N-p-toluenesulfonyl-1-phenyl-1-d-ethylamine CC1=CC=C(C=C1)S(=O)(=O)N[C@H](C)C1(CC=CC=C1)[2H]